CC1(OC2=CC(=CC=C2C=C1C=C)N1CCN(CC1)C(=O)OC(C)(C)C)C tert-butyl 4-(2,2-dimethyl-3-vinyl-2H-chromen-7-yl)piperazine-1-carboxylate